BrC=1C=C(C=CC1F)NC(=NO)C1=NON=C1NCCN1N=NC(=C1)C1=CC=C(C=C1)C N-(3-bromo-4-fluorophenyl)-N'-hydroxy-4-((2-(4-(p-tolyl)-1H-1,2,3-triazol-1-yl)ethyl)amino)-1,2,5-oxadiazole-3-formamidine